C(C=C)OC=1C=C(C(=O)O)C=C(C1)OCC=C 3,5-diallyl-oxybenzoic acid